C(C)(C)C=1C=NC(=NC1)N1CCN(CC1)C(=O)OC(C)(C)C tert-butyl 4-(5-isopropylpyrimidin-2-yl)piperazine-1-carboxylate